(2S,3R)-3-((2-amino-6-methylpyridin-4-yl)methyl)-N2-(1-methyl-1H-pyrazol-5-yl)-N1-((R)-1-(5-fluoro-2-methylphenyl)propyl)-N2-methyl-4-oxoazetidine-1,2-dicarboxamide NC1=NC(=CC(=C1)C[C@@H]1[C@H](N(C1=O)C(=O)N[C@H](CC)C1=C(C=CC(=C1)F)C)C(=O)N(C)C1=CC=NN1C)C